sodium phosphate potassium hydride [H-].[K+].P(=O)([O-])(O)O.[Na+]